CC1(OCC(O1)CCN1N=CC(=C1)C1=CN2C(S1)=C(C=N2)C(=O)NC=2C(=NC=C(C2)C(NCCN2C(CCC2)(C)C)=O)C)C 2-(1-(2-(2,2-dimethyl-1,3-dioxolan-4-yl)ethyl)-1H-pyrazol-4-yl)-N-(5-((2-(2,2-dimethylpyrrolidin-1-yl)ethyl)carbamoyl)-2-methylpyridin-3-yl)pyrazolo[5,1-b]thiazole-7-carboxamide